4-amino-N,1-dimethyl-N-((1R)-1-(4'-(pentafluoro-lambda~6~-sulfanyl)[biphenyl]-4-yl)ethyl)-1H-pyrazolo[4,3-c]quinoline-8-carboxamide NC1=NC=2C=CC(=CC2C2=C1C=NN2C)C(=O)N([C@H](C)C2=CC=C(C=C2)C2=CC=C(C=C2)S(F)(F)(F)(F)F)C